2-(isoquinolin-1-yl)-5-phenyl-4-(p-tolyl)oxazole C1(=NC=CC2=CC=CC=C12)C=1OC(=C(N1)C1=CC=C(C=C1)C)C1=CC=CC=C1